N-((2-(2,6-dioxopiperidin-3-yl)-1-oxoisoindolin-5-yl)methyl)-2,2-difluoro-2-(1-methyl-6-oxo-1,6-dihydropyridazin-4-yl)acetamide O=C1NC(CCC1N1C(C2=CC=C(C=C2C1)CNC(C(C=1C=NN(C(C1)=O)C)(F)F)=O)=O)=O